C(C)(C)(C)OC(=O)N1C=C(C2=CC(=CC=C12)OC1CCN(CC1)C(=O)OC(C)(C)C)C(C)C 5-((1-(tert-Butoxycarbonyl)piperidin-4-yl)oxy)-3-isopropyl-1H-indole-1-carboxylic acid tert-butyl ester